4,6-Dichloro-3-(4'-chloro-[1,1'-biphenyl]-4-yl)-7-methoxy-2-methylquinoline ClC1=C(C(=NC2=CC(=C(C=C12)Cl)OC)C)C1=CC=C(C=C1)C1=CC=C(C=C1)Cl